tert-butyl 4-(hydroxybis(1-methyl-1H-indazol-5-yl)methyl)piperidine-1-carboxylate OC(C1CCN(CC1)C(=O)OC(C)(C)C)(C=1C=C2C=NN(C2=CC1)C)C=1C=C2C=NN(C2=CC1)C